ClC=1C(=CC2=CN(N=C2C1)C)N 6-chloro-2-methyl-2H-indazol-5-amine